C(C1=CC=CC=C1)C1=NC(=NN1)C(=O)[O-].[Na+] sodium 5-benzyl-1H-1,2,4-triazole-3-carboxylate